2-(4-((2-hydroxy-2-methylpropyl)amino)pyrido[3,4-d]pyridazin-1-yl)-5-methylphenol OC(CNC=1N=NC(=C2C1C=NC=C2)C2=C(C=C(C=C2)C)O)(C)C